O1CCC(CC1)C1=NC2=CC=C(C=C2C=N1)C=O 2-tetrahydropyran-4-yl-quinazoline-6-carbaldehyde